6-((1s,2s)-2-aminocyclohexyl)-2-chloro-5-(difluoromethyl)-N-(furan-2-ylmethyl)-7-iodo-5H-pyrrolo[3,2-d]pyrimidin-4-amine N[C@@H]1[C@H](CCCC1)C1=C(C=2N=C(N=C(C2N1C(F)F)NCC=1OC=CC1)Cl)I